C(C1=CC=CC=C1)OC=1C=C2C(=CC=NC2=CC1)C#N 6-(benzyloxy)quinoline-4-carbonitrile